N1CCCC2=CC(=CC=C12)CC(=O)N1CCC(CC1)N1C(NC2=C1C(=CC=C2)C(F)(F)F)=O 1-(1-(2-(1,2,3,4-tetrahydroquinolin-6-yl)acetyl)piperidin-4-yl)-7-(trifluoromethyl)-1,3-dihydro-2H-benzo[d]imidazol-2-one